3-(6-bromobenzofuran-3-yl)piperidine-2,6-dione BrC1=CC2=C(C(=CO2)C2C(NC(CC2)=O)=O)C=C1